C(C)C(CCC)C1=CC=CC=C1 1-ethyl-butylbenzene